tert-butyl (3S,4R)-4-fluoropyrrolidin-3-ylcarbamate F[C@H]1[C@H](CNC1)NC(OC(C)(C)C)=O